ClC1=C(C=C(C(=O)N2CC=3C(=NN4C3C(N(CC4)C(C)C=4C=C(C=CC4)NC(C)=O)=O)C[C@H]2C)C=C1)C#N N-(3-(1-((R)-2-(4-Chloro-3-cyanobenzoyl)-3-methyl-10-oxo-1,2,3,4,7,8-hexahydropyrido[4',3':3,4]pyrazolo[1,5-a]pyrazin-9(10H)-yl)ethyl)phenyl)acetamide